5-(azetidin-3-yl)-8-[(2R,3S)-3-(methanesulfonylmethyl)-2-methyl-azetidin-1-yl]-N-[2-(4-methoxypiperidin-1-yl)pyrimidin-4-yl]isoquinolin-3-amine N1CC(C1)C1=C2C=C(N=CC2=C(C=C1)N1[C@@H]([C@H](C1)CS(=O)(=O)C)C)NC1=NC(=NC=C1)N1CCC(CC1)OC